S1(CCOCC2=NC=C(C=C21)C(=O)O)(=O)=O 3,5-dihydro-2H-[1,4]oxathiepino[6,5-b]pyridine-8-carboxylic acid 1,1-dioxide